4-(2-nitrophenyl)thiazole-2-amine [N+](=O)([O-])C1=C(C=CC=C1)C=1N=C(SC1)N